C1(CCC1)NC(=O)C=1C=NN2C1N=C(C=C2NC)NC=2C(=NC=CC2)OC N-cyclobutyl-5-((2-methoxypyridin-3-yl)amino)-7-(methylamino)pyrazolo[1,5-a]pyrimidine-3-carboxamide